CN(C1(COC1)C1=NC=CC(=C1)C1=CC=C(C=C1)S(=O)(=O)[C@@H]1CC[C@H](CC1)NC1=NC=C(C=C1)C(F)(F)F)C trans-N-{4-((4-(2-(3-(dimethylamino)oxetan-3-yl)pyridin-4-yl)phenyl)sulfonyl)cyclohexyl}-5-(trifluoromethyl)pyridin-2-amine